N1(CCC1)C1=C(C=CC(=N1)C(=O)OC)B1OC(C(O1)(C)C)(C)C Methyl 6-(azetidin-1-yl)-5-(4,4,5,5-tetramethyl-1,3,2-dioxaborolan-2-yl)picolinate